C1(=CC=CC=C1)C(N1C=NC(=C1)C1C(C1(C(=O)O)C)(C(=O)O)C)(C1=CC=CC=C1)C1=CC=CC=C1 3-[1-(triphenylmethyl)-1H-imidazol-4-yl]1,2-dimethyl-cyclopropane-1,2-dicarboxylic acid